4-bromo-2-(diisobutylcarbamoyl)benzoic acid BrC1=CC(=C(C(=O)O)C=C1)C(N(CC(C)C)CC(C)C)=O